benzyl N-[3-[1-tetrahydropyran-2-yl-3-(4,4,5,5-tetramethyl-1,3,2-dioxaborolan-2-yl)indazol-5-yl]oxypropyl]carbamate O1C(CCCC1)N1N=C(C2=CC(=CC=C12)OCCCNC(OCC1=CC=CC=C1)=O)B1OC(C(O1)(C)C)(C)C